((3S,5R)-1-(7-cyano-5-fluoro-2,3-dimethyl-1H-indol-4-yl)-5-fluoropiperidin-3-yl)Carbamic acid C(#N)C=1C=C(C(=C2C(=C(NC12)C)C)N1C[C@H](C[C@H](C1)F)NC(O)=O)F